2-(4-methoxyphenyl)-1-phenylpropan-2-en-1-one COC1=CC=C(C=C1)C(C(=O)C1=CC=CC=C1)=C